3-(3-(4-(quinoxalin-2-yl)-1H-pyrazol-1-yl)phenyl)propionitrile N1=C(C=NC2=CC=CC=C12)C=1C=NN(C1)C=1C=C(C=CC1)CCC#N